2-ethylbutyl (S)-2-((tert-butoxycarbonyl)amino)-3-(3,5-difluorophenyl)propanoate C(C)(C)(C)OC(=O)N[C@H](C(=O)OCC(CC)CC)CC1=CC(=CC(=C1)F)F